4-(2-(3-chloro-benzylideneamino)-4-methoxy-3-oxobutyl)phenyl-isobutyrate ClC=1C=C(C=NC(CC2=CC=C(C=C2)OC(C(C)C)=O)C(COC)=O)C=CC1